3-Fluoro-6-methoxypyridin FC=1C=NC(=CC1)OC